FC([C@H]1N(C(SC1)=C=O)C=1N=C2N(CCOC3=C2C=CC(=C3F)N[C@H](C(=O)N)C)C1)F (S)-2-((2-((R)-4-(difluoromethyl)-2-carbonylthiazolidin-3-yl)-8-fluoro-5,6-dihydrobenzo[f]imidazo[1,2-d][1,4]oxazepin-9-yl)amino)propanamide